FCC1CN(C1)CCOC1=CC=C(C=C1)C1OC2=C(C=CC(=C2)C(F)(F)F)C=2C=NC=3C=C(C=CC3C21)O 5-(4-{2-[3-(fluoromethyl)azetidin-1-yl]ethoxy}phenyl)-8-(trifluoromethyl)-5H-[1]benzopyrano[4,3-c]quinolin-2-ol